rac-(2R,4R)-6-chloro-4-hydroxy-3,4-dihydro-2H-1-benzopyran-2-carboxylic acid ClC=1C=CC2=C([C@@H](C[C@@H](O2)C(=O)O)O)C1 |r|